C(C)(C)N(CC(O)C1=CNC2=C1C(=NC=C2)OC)C(C)C 2-(diisopropylamino)-1-(4-methoxy-1H-pyrrolo[3,2-c]pyridin-3-yl)ethan-1-ol